1,2,3,5-tetramethoxybenzene COC1=C(C(=CC(=C1)OC)OC)OC